4-(4-methoxyphenyl)-2-oxabicyclo[2.1.1]hexane COC1=CC=C(C=C1)C12COC(C1)C2